(S)-1-(2-(3,4-Dichloro-5-methyl-1H-pyrrole-2-carboxamido)-5-(5-oxo-4,5-dihydro-1,3,4-oxadiazol-2-yl)phenyl)piperidin-3-aminium chloride [Cl-].ClC1=C(NC(=C1Cl)C)C(=O)NC1=C(C=C(C=C1)C=1OC(NN1)=O)N1C[C@H](CCC1)[NH3+]